CC(=CCC/C(=C/CO)/C)C trans-geraniol